CNC(O[C@@H]1CC[C@H](CC1)C(N(C1=NC=CC(=C1)C=1C=NN(C1)C1CC1)C[C@@H]1CC[C@H](CC1)C1=CC(=C(C=C1)OC)C#N)=O)=O trans-4-(((trans-4-(3-Cyano-4-methoxyphenyl)cyclohexyl)methyl)(4-(1-cyclopropyl-1H-pyrazol-4-yl)pyridin-2-yl)carbamoyl)cyclohexyl methylcarbamate